C1(=CC=CC=C1)P(C1C(CCCC1)C1=NOCC1)C1=CC=CC=C1 2-(diphenylphosphino)cyclohexyl-oxazoleN